3',6-dimethoxy-[1,1'-biphenyl]-3-carboxamide COC=1C=C(C=CC1)C1=CC(=CC=C1OC)C(=O)N